3,4-dichloro-N-(3-chloro-4-(6-cyano-5-fluoropyridin-2-yl)phenyl)benzenesulfonamide ClC=1C=C(C=CC1Cl)S(=O)(=O)NC1=CC(=C(C=C1)C1=NC(=C(C=C1)F)C#N)Cl